FC(C(=O)O)(F)F.FC(C(=O)O)(F)F.NC(C(=O)N[C@H](C(=O)NCC=1C=CC2=C(NC(=N2)N)C1)C)CCC1=CC=CC=C1 2-Amino-N-((S)-1-(((2-amino-1H-benzo[d]imidazol-6-yl)methyl)amino)-1-oxopropan-2-yl)-4-phenylbutanamide Di-trifluoroacetate salt